tert-Butyl (4-(5-carbamoyl-2-(1-ethyl-3-methyl-1H-pyrazole-5-carboxamido)-7-methoxy-1H-benzo[d]imidazol-1-yl)butyl)carbamate C(N)(=O)C1=CC2=C(N(C(=N2)NC(=O)C2=CC(=NN2CC)C)CCCCNC(OC(C)(C)C)=O)C(=C1)OC